NC1C(C1)(C(=O)O)OCC 2-AMINO-1-ETHOXY-CYCLOPROPANECARBOXYLIC ACID